(2R,3S)-3-amino-2,5-dimethyl-4-oxo-2,3,4,5-tetrahydropyrido[3,2-b][1,4]oxazepine-8-carbonitrile hydrochloride Cl.N[C@@H]1C(N(C2=C(O[C@@H]1C)C=C(C=N2)C#N)C)=O